cyclopropyl-(2-((6-(dimethylamino)pyridin-2-yl)amino)-2-oxoethyl)-1H-indazole-3-carboxamide C1(CC1)C1=C2C(=NN(C2=CC=C1)CC(=O)NC1=NC(=CC=C1)N(C)C)C(=O)N